naphthyl(p-chlorophenyl)methylene(cyclopentadienyl)(octamethyloctahydrodibenzofluorenyl)zirconium dichloride [Cl-].[Cl-].C1(=CC=CC2=CC=CC=C12)C(=[Zr+2](C1(C(C(C(C2(C3C(=C4C=5C=CC=CC5CC4=C21)C=CCC3)C)(C)C)(C)C)(C)C)C)C3C=CC=C3)C3=CC=C(C=C3)Cl